FC=1C=C(C=CC1OC1=CC=NC2=CC(=C(C=C12)O)OC)N(C(=O)C1(CC1)C(=O)N)C1=CC=C(C=C1)F N-(3-fluoro-4-((6-hydroxy-7-methoxyquinolin-4-yl)oxy)phenyl)-N-(4-fluorophenyl)cyclopropane-1,1-dicarboxamide